pelargonyl peroxide C(CCCCCCCC)(=O)OOC(CCCCCCCC)=O